methyl (E)-3-(3-methoxyphenyl)-3-(4-methylphenyl)sulfonyloxy-2-[(2-methylpropan-2-yl)oxycarbonylamino]prop-2-enoate COC=1C=C(C=CC1)\C(=C(\C(=O)OC)/NC(=O)OC(C)(C)C)\OS(=O)(=O)C1=CC=C(C=C1)C